OC1(C(N(C2=CC=CC=C12)C1=CC(=CC=C1)C=C1OC(C2=CC=CC=C12)=O)=O)C 3-Hydroxy-3-methyl-1-(3-((3-oxoisobenzofuran-1(3H)-ylidene)methyl)phenyl)indolin-2-one